Di(maleimido)hexane C1(C=CC(N1C(CCCCC)N1C(C=CC1=O)=O)=O)=O